C(=C)C=1C=C2C=NC(=NC2=CC1)N1CC2(COC2)C1 6-(6-Vinyl-quinazolin-2-yl)-2-oxa-6-azaspiro[3.3]heptane